3,7,11b-Triaza-benzo[c]fluorene-6-carboxylic acid (2-morpholin-4-yl-ethyl)-amide N1(CCOCC1)CCNC(=O)C1=CC2=C(N3C=4C=CC=CC4N=C13)C=CN=C2